FC1=CC=C(C(=O)N2[C@@H](C=3N(CC2)C(=NC3NC(=O)C3=NC=CC=C3)C3=NC(=NS3)C)C)C=C1 (R)-N-(7-(4-fluorobenzoyl)-8-methyl-3-(3-methyl-1,2,4-thiadiazol-5-yl)-5,6,7,8-tetrahydroimidazo[1,5-a]pyrazin-1-yl)pyridineamide